OC=1C=CC(=NC1)NC(=O)C1=CC=C(C=C1)C1=CC=C(C=C1)Cl N-(5-hydroxypyridin-2-yl)-4'-chlorobiphenyl-4-carboxamide